C(CCCCCCCCCCCCCCC)P(=O)(Br)Br cetylphosphonic acid bromide